diethyl 5-methyl-2,3-pyridinedicarboxylate CC=1C=C(C(=NC1)C(=O)OCC)C(=O)OCC